5-azaspiro[2.4]heptane-5-sulfonyl chloride C1CC12CN(CC2)S(=O)(=O)Cl